8-(2-methoxyphenyl)-2-((2-methoxyphenyl)amino)-7-oxo-7,8-dihydropyrido[2,3-d]pyrimidin-5-yl trifluoromethanesulfonate FC(S(=O)(=O)OC1=CC(N(C=2N=C(N=CC21)NC2=C(C=CC=C2)OC)C2=C(C=CC=C2)OC)=O)(F)F